CC1OC2=C3C(N4CC5CCC(C14)N5C(=O)[O-])=NC=NC3=CC(=N2)C2=CN=CC3=CC=CC(=C23)C#C[Si](C(C)C)(C(C)C)C(C)C 5-methyl-2-(5-((triisopropylsilyl)ethynyl)isoquinolin-4-yl)-5a,6,7,8,9,10-hexahydro-5H-4-oxa-3,10a,11,13,14-pentaaza-6,9-methanonaphtho[1,8-ab]heptalene-14-carboxylate